5-(2-Ethyl-4-(m-tolyl)-1H-imidazol-5-yl)-1H-indazole C(C)C=1NC(=C(N1)C=1C=C(C=CC1)C)C=1C=C2C=NNC2=CC1